(4-methoxyphenyl)bicyclo[2.2.2]octane-1-carbaldehyde COC1=CC=C(C=C1)C1C2(CCC(C1)CC2)C=O